FC=1C(=C(C(=O)OCC)C=C(C1)NC(=O)C1(CC1)C1=C(C=C(C=C1)C(F)(F)F)F)C=1C=NC(=CC1)C(F)(F)F Ethyl 3-fluoro-5-[({1-[2-fluoro-4-(trifluoromethyl)phenyl]cyclopropyl} carbonyl)amino]-2-[6-(trifluoromethyl)pyridin-3-yl]benzoate